CN1C2(COC2)COC(C1)CN (5-methyl-2,8-dioxa-5-azaspiro[3.5]nonan-7-yl)methylamine